1,9-dihydroxynon-5-yl [(2,5-dimethyl-2,5-diazaheptan-7-yl) amino]carboxylate CN(C)CCN(CCNC(=O)OC(CCCCO)CCCCO)C